N[13C@@H]([13CH2][13CH2][13CH2][13CH2]N)[13C](=O)O L-Lysine-13C6